ClC=1C(=C(C=CC1F)[C@@H](NC(=O)[C@H]1NC(NC1)=O)C1=NC(=C(C=C1)F)C(F)F)F (S)-N-((R)-(3-chloro-2,4-difluorophenyl)(6-(difluoromethyl)-5-fluoropyridin-2-yl)methyl)-2-oxoimidazolidine-4-carboxamide